N-(tert-butoxycarbonyl)-O-(tert-butyldiphenylsilyl)serine C(C)(C)(C)OC(=O)N[C@@H](CO[Si](C1=CC=CC=C1)(C1=CC=CC=C1)C(C)(C)C)C(=O)O